C1(=CC=CC=C1)[SiH]1O[SiH2]O[SiH2]O[SiH2]O[SiH2]O1 phenylcyclopentasiloxane